1-[3-(dimethylamino)propyl]-N-(1-methylcyclopropyl)-3-(5-methyl-1,3,4-thiadiazol-2-yl)-2-oxo-benzimidazole-5-sulfonamide CN(CCCN1C(N(C2=C1C=CC(=C2)S(=O)(=O)NC2(CC2)C)C=2SC(=NN2)C)=O)C